FC=1C=C2C=3C(=NNC(C3C1)=O)C(C(N2)C2=CC=C(C=C2)F)N2C(NC(C2=O)(C2=CC=CC=C2)C)=O 5-fluoro-8-(4-fluorophenyl)-9-(5-methyl-5-phenyl-2,4-imidazolinedione-3-yl)-8,9-dihydro-2H-pyrido[4,3,2-de]phthalazin-3(7H)-one